5-p-fluorobenzyl-2-methylpentadienal FC1=CC=C(CC=CC=C(C=O)C)C=C1